Indolo[2,1-a]isoquinoline C1=CC=CC=2C=CN3C(C12)=CC=1C=CC=CC13